NC=1N=NC(=CC1C1=CC=C(C=C1)NC1CC2(CN(C2)C(=O)OC(C)(C)C)C1)C1=C(C=CC=C1)O tert-butyl 6-((4-(3-amino-6-(2-hydroxyphenyl)pyridazin-4-yl)phenyl)amino)-2-azaspiro[3.3]heptane-2-carboxylate